6-ethynyl-1,2-benzoxazole C(#C)C1=CC2=C(C=NO2)C=C1